COC(=O)C1=CC2=C(C3=C(N=C(N=C3SCCCN3CCCCC3)CC3=CSC=C3)N2)N=C1 4-((3-(piperidin-1-yl)propyl)thio)-2-(thien-3-ylmethyl)-9H-pyrido[2',3':4,5]pyrrolo[2,3-d]pyrimidine-7-carboxylic acid methyl ester